(±)-N-(3-chloro-4-(trifluoromethyl)phenyl)-2-hydroxy-9-(hydroxyimino)-6,7,8,9-tetrahydro-5H-5,8-epiminocyclohepta[d]pyrimidine-10-carboxamide ClC=1C=C(C=CC1C(F)(F)F)NC(=O)N1C2CCC1C(C=1N=C(N=CC12)O)=NO